N1C=C(C2=CC=CC=C12)C1=NN(C=C1)C1=CC(=NC(=N1)OCCC=1C=NN(C1)C)N1CCOCC1 4-(6-(3-(1H-indol-3-yl)-1H-pyrazol-1-yl)-2-(2-(1-methyl-1H-pyrazol-4-yl)ethoxy)pyrimidin-4-yl)morpholine